C12(CC3CC(CC(C1)C3)C2)NCC(COC2=CC=C(C=C2)NC(C2=CC(=CC=C2)Cl)=O)O N-(4-(3-(((3s,5s,7s)-adamantan-1-yl)amino)-2-hydroxypropoxy)phenyl)-3-chlorobenzamide